CON(C(/C=C/C[C@@H](CC(F)(F)F)[C@H]1N(C(OC1)(C)C)C(=O)OC(C)(C)C)=O)C tert-Butyl (4R)-4-[(E,1S)-5-[methoxy(methyl)amino]-5-oxo-1-(2,2,2-trifluoroethyl)pent-3-enyl]-2,2-dimethyl-oxazolidine-3-carboxylate